C(N)(=O)C1=C(C=CC=C1)C=1C=C2C(C3(N(C(C2=CC1)=O)CC1=CC(=C(C=C1)Cl)Cl)CCCC3)C(=O)O 6'-(2-carbamoylphenyl)-2'-(3,4-dichlorobenzyl)-1'-oxo-1',4'-dihydro-2'H-spiro[cyclopentane-1,3'-isoquinoline]-4'-carboxylic acid